FC1=C(C=C(C=C1)C(O)C=1C2=C(N=CN1)CNCC2)C2=NC=NC1=CC(=CC=C21)N2CCOCC2 [4-Fluoro-3-(7-morpholin-4-yl-quinazolin-4-yl)-phenyl]-(5,6,7,8-tetrahydropyrido-[3,4-d]pyrimidin-4-yl)-methanol